butyl-methyl-imidazole zinc [Zn].C(CCC)C=1N=C(NC1)C